(4S,4'S)-2,2'-(2,6-dimethylpyridine-3,5-diyl)bis(4-benzyl-4,5-dihydrooxazole) CC1=NC(=C(C=C1C=1OC[C@@H](N1)CC1=CC=CC=C1)C=1OC[C@@H](N1)CC1=CC=CC=C1)C